(2R,3S,5R)-5-(4-amino-5-bromo-2-oxopyrimidin-1(2H)-yl)-3-hydroxy-2-(hydroxymethyl)tetrahydrofuran-2-carbonitrile NC1=NC(N(C=C1Br)[C@H]1C[C@@H]([C@@](O1)(C#N)CO)O)=O